S(=O)(=O)(C1=CC=C(C)C=C1)N1C(CC(CC1)C(F)(F)F)C1=C(C=O)C=CC=C1 (1-Tosyl-4-(trifluoromethyl)piperidin-2-yl)benzaldehyde